1-(2',4'-dinitrophenyl)-3-carbamyl-pyridine chloride salt [Cl-].[N+](=O)([O-])C1=C(C=CC(=C1)[N+](=O)[O-])N1CC(=CC=C1)C(N)=O